OCC(O)COP(=O)([O-])OCC[N+](C)(C)C z-glycero-3-phosphocholine